CC(/C(/C(=O)OCC)=N/NC1=CC=CC=C1)C ethyl (Z)-3-methyl-2-(2-phenylhydrazineylidene)butanoate